(2S,4R)-4-(3-(4-bromo-3-methylphenoxy)propyl)-2-methylpiperidine BrC1=C(C=C(OCCC[C@H]2C[C@@H](NCC2)C)C=C1)C